N-[1-(8-Cyano-quinoxalin-5-yl)-5,5-difluoro-piperidin-3-yl]-2-morpholin-4-yl-propionamide C(#N)C=1C=CC(=C2N=CC=NC12)N1CC(CC(C1)(F)F)NC(C(C)N1CCOCC1)=O